3H-quinazolin-4-one N1=CNC(C2=CC=CC=C12)=O